NC1=C2C(=NC=N1)N(N=C2C=2NC1=CC(=CC=C1C2Cl)CCC)C(C)(C)C 1-(2-(4-Amino-1-(tert-butyl)-1H-pyrazolo[3,4-d]pyrimidin-3-yl)-3-chloro-1H-indol-6-yl)propan